ClC1=NN(C=C1[N+](=O)[O-])C 3-chloro-1-methyl-4-nitro-pyrazole